3-methoxy-5-(3-methyl-3H-imidazo[4,5-b]pyridin-2-yl)benzene-1,2-diol COC1=C(C(=CC(=C1)C1=NC=2C(=NC=CC2)N1C)O)O